O=NC=1SC=CC1N ketothioldiamine